C(C)(C)(C)N1[C@@H](CN([C@H](C1)C)C=1C2=C(N=CN1)NC=C2C2=NC=CN=C2C)C tert-Butyl-(2R,5S)-2,5-dimethyl-4-(5-(3-methylpyrazin-2-yl)-7H-pyrrolo[2,3-d]pyrimidin-4-yl)piperazine